NC1CCN(CC1)C1=NC=CC(=C1)OC1=CC(=C(C=C1)NC1=NC=NC2=CC(=C(C=C12)NC1CCN(CC1)C(C=C)=O)OC)F 1-(4-((4-((4-((2-(4-aminopiperidin-1-yl)pyridin-4-yl)oxy)-2-fluorophenyl)amino)-7-methoxyquinazolin-6-yl)amino)piperidin-1-yl)prop-2-en-1-one